OC1=CC=C(C=C1)C1(CCOCC1)C1=CC=C(C=C1)C(C(=O)O)=O 2-(4-(4-(4-hydroxyphenyl)tetrahydro-2H-pyran-4-yl)phenyl)-2-oxoacetic acid